1-[(4-methoxy-2-methyl-phenyl)carbamothioyl]-3-[2-[3-[1-[4-(trifluoromethoxy)phenyl]-1H-1,2,4-triazol-3-yl]phenyl]ethyl]urea COC1=CC(=C(C=C1)NC(=S)NC(=O)NCCC1=CC(=CC=C1)C1=NN(C=N1)C1=CC=C(C=C1)OC(F)(F)F)C